NC1=NC(=CC(=N1)C1=CCC2(CCNC2)CC1)O[C@@H](C(F)(F)F)C1=C(C=C(C=C1)Cl)C=1CCCOC1 8-(2-Amino-6-((R)-1-(4-chloro-2-(3,4-dihydro-2H-pyran-5-yl)phenyl)-2,2,2-trifluoroethoxy)pyrimidin-4-yl)-2-azaspiro[4.5]dec-7-en